C1=C(CCC2=CC3=CC4=CC=CC=C4C=C3C=C12)C(=O)N 4H-tetracene-2-carboxamide